(R)-1-(2,5-difluoropyridin-3-yl)ethyl (1-methyl-4-(5-((2-(trifluoromethyl)pyridin-4-yl)carbamoyl)pyridin-2-yl)-1H-1,2,3-triazol-5-yl)carbamate CN1N=NC(=C1NC(O[C@H](C)C=1C(=NC=C(C1)F)F)=O)C1=NC=C(C=C1)C(NC1=CC(=NC=C1)C(F)(F)F)=O